Cl.COC1=CC=C(C=C1)C1=NOC(=N1)N1CCC(CC1)C(=O)NCCCN1CCNCC1 1-(3-(4-Methoxyphenyl)-1,2,4-oxadiazol-5-yl)-N-(3-(piperazin-1-yl)propyl)piperidine-4-carboxamide hydrochloride